1-methyl-1H-pyrazolo[3,4-b]pyridin-5-ol CN1N=CC=2C1=NC=C(C2)O